5-bromo-4H-1,2,4-triazole-3-carboxylic acid BrC=1NC(=NN1)C(=O)O